C(C)(C)N([SiH2]CC[SiH3])[SiH2]CC[SiH3] 5-iso-propyl-5-aza-1,4,6,9-tetrasilanonane